ClC1=C(C=C(OC2=CC(=C(C=C2C2=CN(C=3C(NC=CC32)=O)C)N3C(CCC3=O)=O)C)C=C1)F (4-(4-chloro-3-fluorophenoxy)-2-methyl-5-(1-methyl-7-oxo-6,7-dihydro-1H-pyrrolo[2,3-c]pyridin-3-yl)phenyl)pyrrolidine-2,5-dione